tert-butyl(3-(4-((tert-butyldimethylsilyl)oxy)cyclohex-1-en-1-yl)thiazolo[4,5-c]pyridazin-6-yl)aminoFormate C(C)(C)(C)OC(=O)NC=1SC2=C(N=NC(=C2)C2=CCC(CC2)O[Si](C)(C)C(C)(C)C)N1